C(C)(=O)C1=NN(C2=CC=C(C=C12)S(=O)(=N)C)CC(=O)N1[C@@H](C[C@H](C1)F)C(=O)NC1=NC(=CC=C1)Br (2S,4R)-1-(2-(3-acetyl-5-(S-methylsulfonimidoyl)-1H-indazol-1-yl)acetyl)-N-(6-bromopyridin-2-yl)-4-fluoropyrrolidine-2-carboxamide